[O-2].[O-2].[O-2].[Ga+3].[In+3].[In+3] Di-Indium gallium-Trioxide